O1C=CC2=C1C=CC(=C2)CNC2CCS(CC2)(=O)=O 4-((Benzofuran-5-ylmethyl)amino)tetrahydro-2H-thiopyran 1,1-dioxide